4-((S)-2-(dimethylamino)-3-((R)-4-methyl-3-phenylpentanamido)propyl)-2-fluoro-N-methylbenzamide CN([C@@H](CC1=CC(=C(C(=O)NC)C=C1)F)CNC(C[C@H](C(C)C)C1=CC=CC=C1)=O)C